styrene-phosphoric acid P(O)(O)(O)=O.C=CC1=CC=CC=C1